ClC1=NC=2N(C(=C1)N(C(OC(C)(C)C)=O)CC1=CC(=CC=C1)[N+](=O)[O-])N=CC2C(C)C tert-butyl (5-chloro-3-isopropylpyrazolo[1,5-a]pyrimidin-7-yl)(3-nitrobenzyl)carbamate